C(C1=CC=CC=C1)N=C N-benzylmethanimine